C(C)OC(=O)C=1C(=NC(=NC1)Cl)NC1CCC2(COC2)CC1 Ethyl-4-((2-oxaspiro[3.5]non-7-yl) amino)-2-chloropyrimidine-5-carboxylate